((2S,5R)-5-(methylsulfonamido)tetrahydro-2H-pyran-2-yl)methyl 4-methylbenzenesulfonate CC1=CC=C(C=C1)S(=O)(=O)OC[C@H]1OC[C@@H](CC1)NS(=O)(=O)C